OC1=NC=C(C(=N1)C=1C=C(C=CC1)C=CC(=O)[NH-])C1=CC(=C(C=C1)OC1=NC=CC(=N1)C)F N-(3-(2-hydroxy-5-(3-fluoro-4-((4-methylpyrimidin-2-yl)oxy)phenyl)pyrimidin-4-yl)phenyl)acryloylamide